ethyl (4S,7R)-4,5,6,7-tetrahydro-2H-4,7-methanoisoindole-1-carboxylate C=1(NC=C2[C@H]3CC[C@@H](C12)C3)C(=O)OCC